2,7-dimercaptothianthrene SC1=CC=2SC3=CC=C(C=C3SC2C=C1)S